Cl.Cl.Cl.NCCCC(=O)N1CCN(CC1)CCOC1=CC(=CC=C1)N1C2CN(CC1CC2)C2=C(N=NC(=C2)C2=C(C=CC=C2)O)N 4-amino-1-[4-[2-[3-[3-[3-amino-6-(2-hydroxyphenyl)pyridazin-4-yl]-3,8-diazabicyclo[3.2.1]octan-8-yl]phenoxy]ethyl]piperazin-1-yl]butan-1-one trihydrochloride